CN1C=2C(NC(=NC2NC[C@@H]1CNC1=CC=C(C(N[C@@H](CCC(=O)[O-])C(=O)O)=O)C=C1)N)=O |o1:10| (6S)- or (6R)-5-methyltetrahydrofolate